4-(3-bromo-4-fluorophenyl)-3-[4-[2-(cyclopropylaminosulfonylamino)ethoxyamino]-1,2,5-oxadiazol-3-yl]-1,2,4-oxadiazol-5-one BrC=1C=C(C=CC1F)N1C(=NOC1=O)C1=NON=C1NOCCNS(=O)(=O)NC1CC1